O=C(CCC(=O)O)OCC1=CC=C(C=C1)C=C 4-Oxo-4-((4-vinylbenzyl)oxy)butanoic acid